3-(((tert-butyldimethylsilyl)oxy)methyl)-2-methylpyridine [Si](C)(C)(C(C)(C)C)OCC=1C(=NC=CC1)C